C(C)(=O)N1CCC2(CC1)C(NC1=CC=C(C=C12)C(=O)O)=O 1'-acetyl-2-oxospiro[indoline-3,4'-piperidine]-5-carboxylic acid